O=C1N(C(C2=C(N1CC1=CC=C(C(=O)NO)C=C1)SC=C2)=O)CCC2=CC=CC=C2 4-((2,4-dioxo-3-phenethyl-3,4-dihydrothieno[2,3-d]pyrimidin-1(2H)-yl)methyl)-N-hydroxybenzamide